4-(2,6,6-trimethyl-1-cyclohexen-1-yl)-3-Buten-2-one CC1=C(C(CCC1)(C)C)C=CC(C)=O